CC1(CCN(CC1)CC=1N(C2=CC(=CC=C2C(C1)=O)C1=NC(=NC=C1F)N[C@H]1[C@@H](COCC1)O)C(C)C)C 2-((4,4-dimethylpiperidin-1-yl)methyl)-7-(5-fluoro-2-(((3S,4R)-3-hydroxytetrahydro-2H-pyran-4-yl)amino)pyrimidin-4-yl)-1-isopropylquinolin-4(1H)-one